C1=CC=C2C(=C1)C3=CC=CC=C3N2C4=CC=C(C=C4)N(C5=CC=C(C=C5)N6C7=CC=CC=C7C8=CC=CC=C86)C9=CC=C(C=C9)N1C2=CC=CC=C2C2=CC=CC=C21 4,4',4''-tri(9-carbazoyl)triphenylamine